C(C1=CC=CC=C1)N(CCC1=CNC2=CC=C(C=C12)O)CC1=CC=CC=C1 3-(2-(dibenzylamino)ethyl)-1H-indol-5-ol